1-methoxymethyl-3,4-dimethylcyclohex-3-ene COCC1CC(=C(CC1)C)C